C1(=CC=C(C=C1)C=C(C(=O)[O-])C)C=C(C(=O)[O-])C 1,4-phenylene-bis(2-methylacrylate)